nonyl 8-((4-((4,4-bis(octyloxy)butanoyl)oxy)butyl)(2-hydroxyethyl)amino)octanoate C(CCCCCCC)OC(CCC(=O)OCCCCN(CCCCCCCC(=O)OCCCCCCCCC)CCO)OCCCCCCCC